(7-(4-methoxy-1,2,6-trimethyl-1H-benzo[d]imidazol-5-yl)-1H-indol-3-yl)(3,4,5-trifluorophenyl)methanone COC1=C(C(=CC=2N(C(=NC21)C)C)C)C=2C=CC=C1C(=CNC21)C(=O)C2=CC(=C(C(=C2)F)F)F